C(C)OC(C(C=1C=NC=CC1)Br)=O 2-bromo-2-(pyridin-3-yl)acetic acid ethyl ester